C(C)C=1C(C=CC1)([Mg])CC bis-ethylcyclopentadienyl-magnesium